(7aR,11aS)-5-bromo-6-chloro-4-fluoro-12-methyl-2-(methylsulfinyl)-7a,8,10,11,11a,12-hexahydropyrano[3',4':2,3][1,4]oxazepino[5,6,7-de]quinazoline BrC=1C(=C2C3=C(N=C(N=C3C1F)S(=O)C)N([C@@H]1[C@@H](O2)COCC1)C)Cl